SC=1NC(C=C(N1)C(F)(F)F)=O 2-sulfanyl-4-(trifluoromethyl)-1H-pyrimidin-6-one